C[C@@H]1N(CCC1)CC1=CC2=NC=C(C=C2N1COCC[Si](C)(C)C)N 2-[[(2S)-2-Methylpyrrolidin-1-yl]methyl]-1-(2-trimethylsilylethoxymethyl)pyrrolo[3,2-b]pyridin-6-amine